COC1=NC(=NC(=C1)OC)OC(C1=CC=CC=C1)C1=C(N)C=CC=C1 2-[(4,6-dimethoxypyrimidin-2-yloxy)benzyl]aniline